(S)-N,N-dimethyl-1-((7-morpholino-5-(3-(m-tolyl)-1H-pyrazol-1-yl)-3H-imidazo[4,5-b]pyridin-2-yl)methyl)pyrrolidin-3-amine CN([C@@H]1CN(CC1)CC1=NC=2C(=NC(=CC2N2CCOCC2)N2N=C(C=C2)C=2C=C(C=CC2)C)N1)C